CN(C=1C=C(OCCOCC2=NC=CC(=C2)N(CC2=CC(=CC=C2)N2CCOCC2)CC2=CC(=CC=C2)OC)C=CC1)C 2-((2-(3-(dimethylamino)phenoxy)ethoxy)methyl)-N-(3-methoxybenzyl)-N-(3-morpholinobenzyl)pyridin-4-amine